CC(CCC=C)CCC(CCC(CCCC)C)C(C)C 5,11-dimethyl-8-isopropyl-pentadecene